NC=1C(=C(C=CC1[N+](=O)[O-])C=1CC(=NCC1)C)OCC(F)F 4-(3-amino-2-(2,2-difluoroethoxy)-4-nitrophenyl)-2-methyl-3,6-dihydropyridine